C(C)(=O)NNC(/C=C/C=1C=NN2C1N(C(C(=C2O)C(=O)NC2CC2)=O)CC(C)C)=O (E)-3-(3-(2-acetylhydrazineyl)-3-oxoprop-1-en-1-yl)-N-cyclopropyl-7-hydroxy-4-isobutyl-5-oxo-4,5-dihydropyrazolo[1,5-a]pyrimidine-6-carboxamide